N-[[6-(5-bicyclo[2.2.1]hept-2-enylmethyl)-6-azaspiro[2.5]octan-2-yl]methyl]-6-morpholino-pyridazin-3-amine C12C=CC(C(C1)CN1CCC3(C(C3)CNC=3N=NC(=CC3)N3CCOCC3)CC1)C2